F[C@@H]1[C@@H](C1)NC(=O)C=1C=NN2C1N=C(C=C2NC)NC2=CC(=CC=C2)C2=NC=C(C=C2)C=O N-[(1R,2S)-2-fluorocyclopropyl]-5-{[3-(5-formylpyridin-2-yl)phenyl]amino}-7-(methylamino)pyrazolo[1,5-a]pyrimidine-3-carboxamide